IC1=C(C=CC=C1)OCC(=C)C1=CC=CC=C1 1-iodo-2-((2-phenylallyl)oxy)benzene